C[C@@H]1NC[C@H](NC1)C trans-2,5-dimethylpiperazin